3-[2-(2-diethylamino-acetoxy)-2,2-dithien-2-yl-acetoxy]-1-(3-phenoxy-propyl)-1-azonia-bicyclo[2.2.2]octane C(C)N(CC(=O)OC(C(=O)OC1C[N+]2(CCC1CC2)CCCOC2=CC=CC=C2)(C=2SC=CC2)C=2SC=CC2)CC